ClC=1C(=C(C=C2C(C(=CN(C12)C1CC1)C(=O)O)=O)F)N1CC(CC1)NCCCCOC1=CC=C(C=C1)[C@H](CN(C(C)=O)C)O 8-Chloro-1-cyclopropyl-6-fluoro-7-(3-((4-(4-((R)-1-hydroxy-2-(N-methylacetamido)ethyl)phenoxy)butyl)amino)pyrrolidin-1-yl)-4-oxo-1,4-dihydroquinoline-3-carboxylic acid